CC1(CCC(CC1)OC=1C=NC=C(C1C)B1OC(C(O1)(C)C)(C)C)C 3-(4,4-dimethylcyclohexoxy)-4-methyl-5-(4,4,5,5-tetramethyl-1,3,2-dioxaborolan-2-yl)pyridine